4-(5-(9-phenyl-6,7,8,9-tetrahydro-6,8-methanoimidazo[1,2-a:5,4-b']dipyridin-2-yl)pyrimidin-2-yl)morpholine C1(=CC=CC=C1)C1C2CC(C=3N1C1=NC(=CC=C1N3)C=3C=NC(=NC3)N3CCOCC3)C2